N-(4,6-bis-propylamino-[1,3,5]Triazin-2-yl)-O-(2,2-difluoro-ethyl)-hydroxylamine C(CC)NC1=NC(=NC(=N1)NCCC)NOCC(F)F